1-(cyclopropylmethyl)-7-fluoro-2,4-dioxo-1,2,3,4-tetrahydroquinazoline-6-sulfonyl chloride C1(CC1)CN1C(NC(C2=CC(=C(C=C12)F)S(=O)(=O)Cl)=O)=O